(S)-2-(2-hexyl)malonic acid dimethyl ester COC(C(C(=O)OC)[C@@H](C)CCCC)=O